C[Si](C)(C)C#CC1=CC=C2CCNC2=C1 6-((trimethylsilyl)ethynyl)indoline